(E)-5,5-dimethyl-3-((3-(1-phenylprop-1-en-1-yl)pyridin-2-yl)amino)cyclohex-2-en-1-one CC1(CC(=CC(C1)=O)NC1=NC=CC=C1\C(=C\C)\C1=CC=CC=C1)C